ClC=1C=CC(=NC1)C(C(=O)N)(C)N1C[C@@H](C(CC1)(F)F)C=1N=CC(NC1)=O (5-chloropyridin-2-yl)-2-((R)-4,4-difluoro-3-(5-oxo-4,5-dihydropyrazin-2-yl)piperidin-1-yl)propanamide